[N+](=O)([O-])C1=CC=C(C=C1)C(CN1C(=NC2=C1C=CC=C2)C=2C(=NON2)NCCC#N)=O 3-[(4-{1-[2-(4-nitrophenyl)-2-oxoethyl]-1H-benzimidazol-2-yl}-1,2,5-oxadiazol-3-yl)amino]propionitrile